3,5-dichloro-N-(4-(N-(2,3,6-trifluorophenyl)sulfamoyl)phenyl)benzenesulfonamide ClC=1C=C(C=C(C1)Cl)S(=O)(=O)NC1=CC=C(C=C1)S(NC1=C(C(=CC=C1F)F)F)(=O)=O